C(CC)[Si](N(C)C)(C)C n-propyldimethyl(dimethylamino)silane